N-(1,2,2,6,6-pentamethyl-4-piperidinyl)-2-dodecyl-succinimide CN1C(CC(CC1(C)C)N1C(C(CC1=O)CCCCCCCCCCCC)=O)(C)C